C1(CC1)C1=CC(=NN1CC1CC(C1)(F)F)NC(C1=C(C=C(C=C1)NS(=O)(=O)CCO)N1CCC2(CC2)CC1)=O N-(5-cyclopropyl-1-((3,3-difluorocyclobutyl)methyl)-1H-pyrazol-3-yl)-4-((2-hydroxyethyl)sulphonamido)-2-(6-azaspiro[2.5]octane-6-yl)benzamide